ClC1=C2N=C(N(C2=NC(=N1)C)C12CC(C1)(C2)F)C2=C(C=CC=C2)Cl 6-chloro-8-(2-chlorophenyl)-9-{3-fluoro-bicyclo[1.1.1]pentan-1-yl}-2-methylpurine